ClC=1C=C(C(=NC1)N1C([C@@H](N(C(C1)=O)CC1=CC=C(C=C1)C(F)F)C12CC(C1)(C2)C(=O)N)=O)F (S)-3-(4-(5-chloro-3-fluoropyridin-2-yl)-3,6-dioxo-1-(4-(difluoromethyl)benzyl)piperazin-2-yl)bicyclo[1.1.1]pentane-1-carboxamide